N-[3-(6-cyclopropyl-3-pyridyl)phenyl]-N-ethyl-2,4,5,7,12-pentazatricyclo[7.4.0.02,6]trideca-1(13),3,5,7,9,11-hexaen-8-amine C1(CC1)C1=CC=C(C=N1)C=1C=C(C=CC1)N(C1=NC2=NN=CN2C2=CN=CC=C12)CC